FC1=CC=C(C=C1)N1N=C(C=C1)I 1-(4-fluorophenyl)-3-iodo-1H-pyrazole